4-phenylpiperazine C1(=CC=CC=C1)N1CCNCC1